4-(5-chloro-3-(2-fluorophenyl)-1H-indazol-1-yl)-3-cyano-N-(methylsulfonyl)benzamide ClC=1C=C2C(=NN(C2=CC1)C1=C(C=C(C(=O)NS(=O)(=O)C)C=C1)C#N)C1=C(C=CC=C1)F